BrC=1N(C(=C(C1C(=O)NC1=CC(=C(C=C1)F)C#N)Br)C(C(=O)NC(C)(C)C)=O)C 2,4-dibromo-5-(2-(tert-butylamino)-2-oxoacetyl)-N-(3-cyano-4-fluorophenyl)-1-methyl-1H-pyrrole-3-carboxamide